N(CCO)CCO.C(CCCCCCC\C=C/CCCCCCCC)(=O)[O-].[K+] potassium oleate diethanolamine salt